gallium-silicon [Si].[Ga]